N-[4-(dibenzo[b,d]furan-4-yl)phenyl]-4,9-diphenyl-9H-fluoren-2-amine C1=CC=C(C=2OC3=C(C21)C=CC=C3)C3=CC=C(C=C3)NC3=CC=2C(C1=CC=CC=C1C2C(=C3)C3=CC=CC=C3)C3=CC=CC=C3